6-bromo-3,3-dimethyl-1-((1s,3s)-3-(piperidin-1-yl)cyclobutyl)-1,3-dihydro-2H-pyrrolo[3,2-b]pyridin-2-one BrC=1C=C2C(=NC1)C(C(N2C2CC(C2)N2CCCCC2)=O)(C)C